BrC=1C=NC2=CC(=NC=C2C1)Cl 3-bromo-7-chloro-1,6-naphthyridin